2,6-diisopropylaniline lithium [Li].C(C)(C)C1=C(N)C(=CC=C1)C(C)C